N-(2,6-dimethylphenyl)-2-(pyrrolidin-1-yl)acetamide 2-(3,4-dihydroxyphenyl)-5,7-dihydroxy-6-methoxy-4-oxo-3,4-dihydro-2H-1-benzopyran-3-yl-acetate OC=1C=C(C=CC1O)C1OC2=C(C(C1CC(=O)O)=O)C(=C(C(=C2)O)OC)O.CC2=C(C(=CC=C2)C)NC(CN2CCCC2)=O